CC1=C(C(=C(C1[Hf]C1(C(=C(C(=C1C)C)C)C)C)C)C)C tetramethylcyclopentadienyl-pentamethylcyclopentadienyl-hafnium